C[Si](C)(C)C#CC=1N=CC=2C(N1)=CC(NC2)=O 2-((trimethylsilyl)ethynyl)pyrido[4,3-d]Pyrimidin-7(6H)-one